6-(1-(5-(1,3-Dimethyl-1H-pyrazol-4-yl)-7-(hydroxymethyl)-1-oxo-3,4-dihydroisoquinolin-2(1H)-yl)ethyl)-4-ethoxynicotinonitrile CN1N=C(C(=C1)C1=C2CCN(C(C2=CC(=C1)CO)=O)C(C)C1=NC=C(C#N)C(=C1)OCC)C